C1(CC1)C(=O)C1=C(C(=CC=C1)C(F)(F)F)C Cyclopropyl-(2-methyl-3-(trifluoromethyl)phenyl)methanone